2-[bis(2-hydroxyethyl)amino]-N-(3-chloro-2-methylphenyl)-6-({[2-(trifluoromethyl)phenyl]carbonyl}amino)-1H-benzimidazole-4-carboxamide OCCN(C1=NC2=C(N1)C=C(C=C2C(=O)NC2=C(C(=CC=C2)Cl)C)NC(=O)C2=C(C=CC=C2)C(F)(F)F)CCO